(2R)-2-(6-{5-chloro-2-[(oxan-4-yl)amino]pyrimidin-4-yl}-1-oxo-2,3-dihydro-1H-isoindol-2-yl)-N-[(1S)-2-hydroxy-1-[2-(pyrrolidin-1-yl)pyridin-4-yl]ethyl]propanamide ClC=1C(=NC(=NC1)NC1CCOCC1)C1=CC=C2CN(C(C2=C1)=O)[C@@H](C(=O)N[C@H](CO)C1=CC(=NC=C1)N1CCCC1)C